3-(9-fluoro-5H-imidazo[5,1-a]isoindol-5-yl)tetrahydro-2H-pyran-4-ol ethyl-(E)-5-chloro-1-(2,6-difluorobenzyl)-4-(2-(hydroxyimino)ethyl)-1H-pyrazole-3-carboxylate C(C)N1N(C(=C(C1C(=O)OC1C(COCC1)C1N2C(C3=C(C=CC=C13)F)=CN=C2)C/C=N/O)Cl)CC2=C(C=CC=C2F)F